C(C)(C)(C)OC(=O)N1C[C@@H](CCC1)N(C=1C=CC(=NC1)C(=O)OC(C)(C)C)C tert-butyl 5-[[(3R)-1-tert-butoxycarbonyl-3-piperidyl]-methyl-amino]pyridine-2-carboxylate